CC(C[C@H](NC(=O)C1CC(=NO1)C1=CC2=CC=CC=C2C=C1)B(O)O)C ((1R)-3-methyl-1-(3-(naphthalen-2-yl)-4,5-dihydroisoxazole-5-carboxamido)butyl)boronic acid